C(C(CCCCCC)=NO)=O octane-1,2-dione-2-oxime